C1C(CCC2CCCCC12)O decahydro-beta-naphthol